OC(C)(C)C12CN(C(C1)C2)C=2C=C(C(=NC2)C(F)(F)F)NC(C2=NC(=CC=C2)C=2C=NNC2)=O N-(5-(4-(2-hydroxypropan-2-yl)-2-azabicyclo[2.1.1]hexan-2-yl)-2-(trifluoromethyl)pyridin-3-yl)-6-(1H-pyrazol-4-yl)picolinamide